diethyl-oxybenzoate C(C)OC=1C(=C(C(=O)[O-])C=CC1)OCC